ClC=1C(=C(C=CC1)NC=1C2=C(N=CN1)C=NC(=C2)[C@H]2CN(CCC2)C(=O)OC(C)(C)C)F (R)-tert-butyl 3-(4-((3-chloro-2-fluorophenyl)amino)pyrido[3,4-d]pyrimidin-6-yl)piperidine-1-carboxylate